methyl 3-(N-(2-(1,4-oxaazepan-4-yl)-5-(trifluoromethyl) phenyl) sulfamoyl)-4-methoxybenzoate O1CCN(CCC1)C1=C(C=C(C=C1)C(F)(F)F)NS(=O)(=O)C=1C=C(C(=O)OC)C=CC1OC